1-[(4-tert-butyl-4H-1,2,4-triazol-3-yl)methyl]-2-[(4-{6-[(4-chloro-2-fluorobenzyl)oxy]pyridin-2-yl}piperidin-1-yl)methyl]-1H-benzimidazole-6-carboxylic acid C(C)(C)(C)N1C(=NN=C1)CN1C(=NC2=C1C=C(C=C2)C(=O)O)CN2CCC(CC2)C2=NC(=CC=C2)OCC2=C(C=C(C=C2)Cl)F